(R,E)-3-(1-(N-(1-(tert-butoxycarbonyl)piperidin-3-yl)-2-fluoro-4-(1-methyl-1H-1,2,3-triazol-4-yl)benzamido)isoquinolin-6-yl)acrylic acid C(C)(C)(C)OC(=O)N1C[C@@H](CCC1)N(C(C1=C(C=C(C=C1)C=1N=NN(C1)C)F)=O)C1=NC=CC2=CC(=CC=C12)/C=C/C(=O)O